2-[(2R)-1-(9H-fluoren-9-yl-methoxycarbonyl)pyrrolidin-2-yl]acetic acid C1=CC=CC=2C3=CC=CC=C3C(C12)COC(=O)N1[C@H](CCC1)CC(=O)O